(6-(3-(4-methoxybenzyl)ureido)spiro[3.3]Hept-2-yl)methyl cyanide COC1=CC=C(CNC(NC2CC3(CC(C3)CC#N)C2)=O)C=C1